(S)-3-{4-[5-(2-cyclopentyl-6-methoxy-pyridin-4-yl)-[1,2,4]oxadiazol-3-yl]-2-ethyl-6-methyl-phenoxy}-propane-1,2-diol C1(CCCC1)C1=NC(=CC(=C1)C1=NC(=NO1)C1=CC(=C(OC[C@H](CO)O)C(=C1)C)CC)OC